ClC1=NC(=NC(=N1)Cl)Cl trichloro(1,3,5)triazine